di(5-hexenyl) ether C(CCCC=C)OCCCCC=C